2-(4-(8-Chloro-7-((2-methyl-1-((2-(trimethylsilyl)ethoxy)methyl)-1H-benzo[d]imidazol-6-yl)oxy)quinoxalin-2-yl)-1H-pyrazol-1-yl)-1-(3-hydroxypyrrolidin-1-yl)ethanone ClC=1C(=CC=C2N=CC(=NC12)C=1C=NN(C1)CC(=O)N1CC(CC1)O)OC=1C=CC2=C(N(C(=N2)C)COCC[Si](C)(C)C)C1